4-(1-(4-methoxybenzyl)-3-(methylcarbamoyl)-1H-indazol-6-yl)-1-methylpiperazine-2-carboxylic acid COC1=CC=C(CN2N=C(C3=CC=C(C=C23)N2CC(N(CC2)C)C(=O)O)C(NC)=O)C=C1